Tert-butyl 7-[1-(2,6-dioxo-3-piperidyl)-3-methyl-2-oxo-benzimidazol-4-yl]-5-oxa-2-azaspiro[3.4]octane-2-carboxylate O=C1NC(CCC1N1C(N(C2=C1C=CC=C2C2COC1(CN(C1)C(=O)OC(C)(C)C)C2)C)=O)=O